3-(4-bromobutoxy)-phenylalanine BrCCCCOC=1C=C(C[C@H](N)C(=O)O)C=CC1